(1-((3-chloro-4-fluorophenyl)amino)-6-methoxyisoquinolin-7-yl)-N-methyl-4-(piperidin-1-yl)butanamide ClC=1C=C(C=CC1F)NC1=NC=CC2=CC(=C(C=C12)C(C(=O)NC)CCN1CCCCC1)OC